C1(=CC=C(C=C1)NC1=CC=2N(C3=CC=CC=C3C2C=C1)C1=CC=CC=C1)C1=CC=CC=C1 N-([1,1'-biphenyl]-4-yl)-9-phenyl-9H-carbazole-2-amine